OC1=CC=C(C=C2C(N(C(S2)=NN=C2C(NC3=CC=C(C=C23)F)=O)C2=CC(=CC=C2)OC)=O)C=C1 3-(2-(5-(4-hydroxybenzylidene)-3-(3-methoxyphenyl)-4-oxothiazolidin-2-ylidene)hydrazono)-5-fluoro-1H-indol-2-one